N-(8-methoxy-4-methyl-2-oxo-1H-quinolin-6-yl)-6-methyl-2-morpholino-5,7-dihydropyrrolo[3,4-b]pyridine-3-carboxamide COC=1C=C(C=C2C(=CC(NC12)=O)C)NC(=O)C=1C=C2C(=NC1N1CCOCC1)CN(C2)C